C(C)(C)(C)C1=C(C(=C(C(=C1)C)CN1C(N(C(N(C1=O)CC1=C(C(=C(C=C1C)C(C)(C)C)O)C)=O)CC1=C(C(=C(C=C1C)C(C)(C)C)O)C)=O)C)O 1,3,5-tris[(4-t-butyl-3-hydroxy-2,6-dimethylphenyl)methyl]-1,3,5-triazine-2,4,6-trione